4-methyl-5-ethynyl-1,3-dioxolane-2-one CC1OC(OC1C#C)=O